tetracarboxyporphine C(=O)(O)C1=C2C=CC(C(=C3C=CC(=C(C=4C=CC(=C(C5=CC=C1N5)C(=O)O)N4)C(=O)O)N3)C(=O)O)=N2